NC1CCN(CC1)C=1C=CC(=C(C(=O)N[C@H](C)C2=CC=CC3=CC=CC=C23)C1)Cl 5-(4-Amino-1-piperidyl)-2-chloro-N-[(1R)-1-(1-naphthyl)ethyl]benzamide